N1=CC=CC=2C(C(C3=CC=CN=C3C12)=O)=O [1,10]phenanthroline-5,6-dione